ClC=1C=C(C2=C(CC(O2)C=2C=C(C#N)C=CC2)C1)C m-(5-chloro-7-methyl-2,3-dihydro-1-benzofuran-2-yl)benzonitrile